CC(=O)C[C@@H](C1=CC=CC=C1)C2=C(C3=CC=CC=C3OC2=O)O The molecule is a 4-hydroxy-3-(3-oxo-1-phenylbutyl)-2H-1-benzopyran-2-one that has (S)-configuration (the racemate is warfarin, an anticoagulant drug and rodenticide). It is a conjugate acid of a (S)-warfarin(1-). It is an enantiomer of a (R)-warfarin.